Cl.Cl.CC1OC2=C(C(NC1)=O)C=CC=C2 2-methyl-2,3-dihydro-1,4-benzoxazepin-5-one dihydrochloride